2-(4-cyclopropyl-6-methoxypyrimidin-5-yl)-N-((4-(1-isopropyl-4-(trifluoromethyl)-1H-imidazol-2-yl)-2-oxabicyclo[2.2.2]octan-1-yl)methyl)-7H-purin-6-amine C1(CC1)C1=NC=NC(=C1C1=NC(=C2NC=NC2=N1)NCC12OCC(CC1)(CC2)C=2N(C=C(N2)C(F)(F)F)C(C)C)OC